2-(furan-2-ylmethyl)-6-((2-methyl-6-(trifluoromethyl)pyridin-3-yl)sulfonyl)-2,6-diazaspiro[3.3]heptane O1C(=CC=C1)CN1CC2(C1)CN(C2)S(=O)(=O)C=2C(=NC(=CC2)C(F)(F)F)C